ClC1=NC(=CC(=C1)C=1C(=NN2C1N=C(C=C2)N[C@H]2CN(C[C@@H]2OC)C)C=2C=C(C#N)C=CC2)C |r| 3-[3-(2-chloro-6-methyl-4-pyridyl)-5-[[rac-(3S,4S)-4-methoxy-1-methyl-pyrrolidin-3-yl]amino]pyrazolo[1,5-a]pyrimidin-2-yl]benzonitrile